N-ethynyl-N-methyl-4-(2,3,5,6-tetrafluorophenoxymethyl)benzenesulfonamide C(#C)N(S(=O)(=O)C1=CC=C(C=C1)COC1=C(C(=CC(=C1F)F)F)F)C